2,2',7-tris[N,N-bis(4-methoxyphenyl)amino]-9,9'-spirobifluorene COC1=CC=C(C=C1)N(C1=CC=C(C=C1)OC)C1=CC=2C3(C4=CC(=CC=C4C2C=C1)N(C1=CC=C(C=C1)OC)C1=CC=C(C=C1)OC)C1=CC=CC=C1C=1C=CC(=CC13)N(C1=CC=C(C=C1)OC)C1=CC=C(C=C1)OC